N-(5-(4-amino-2,7-dimethyl-7H-pyrrolo[2,3-d]pyrimidin-5-yl)-6-methylpyridin-2-yl)-2-(3-fluorophenyl)-2-hydroxyacetamide NC=1C2=C(N=C(N1)C)N(C=C2C=2C=CC(=NC2C)NC(C(O)C2=CC(=CC=C2)F)=O)C